dimethyl 4-(aminomethyl)-5-(3-((tert-butyldimethylsilyl)oxy)propyl)phthalate NCC=1C=C(C(C(=O)OC)=CC1CCCO[Si](C)(C)C(C)(C)C)C(=O)OC